OC=1C=C(C=O)C=C(C1)O 3,5-Dihydroxybenzaldehyde